ClC1=C2C(=NC=C1)C(=CS2)CC#N 2-(7-chlorothieno[3,2-b]pyridin-3-yl)acetonitrile